C(C)C1=C(C=CC(=N1)C=1C=NC=CC1)C(=O)OC methyl 6-ethyl-[2,3']bipyridinyl-5-carboxylate